C(C=CC=CCCCCCCCCCCCCCCC)(=O)OCC(OC(C=CC=C\C=C/CCCCCCCCCCC)=O)COP(=O)(O)OC[C@H](N)C(=O)O 1-(11Z,14Z-eicosadienoyl)-2-(6Z,9Z,12Z-octadecatrienoyl)-glycero-3-phosphoserine